aminyl-thiourea NNC(=S)N